COC1=NC2=CC=CC=C2C=C1C1=CN=C(N1)[C@H](CCCCCC(CC)=O)NC(CC1CC2(CN(C2)C)C1)=O (S)-N-(1-(5-(2-Methoxychinolin-3-yl)-1H-imidazol-2-yl)-7-oxononyl)-2-(2-methyl-2-azaspiro[3.3]heptan-6-yl)acetamid